N=1N=C(N2C1C=CC=C2)NC(CC2CCN(CC2)C2=C(C=CC=C2)C#N)=O N-([1,2,4]triazolo[4,3-a]pyridin-3-yl)-2-(1-(2-cyanophenyl)piperidin-4-yl)acetamide